9-(1-Ethylpiperidin-4-yl)-7-methyl-2-((7-methylchinolin-6-yl)amino)-7,9-dihydro-8H-purin-8-on C(C)N1CCC(CC1)N1C2=NC(=NC=C2N(C1=O)C)NC=1C=C2C=CC=NC2=CC1C